(R)-2-(6-(2-(2-bromo-5-fluorobenzyl)-2H-tetrazol-5-yl)pyridin-2-yl)-2-hydroxypropane-1-sulfonamide BrC1=C(CN2N=C(N=N2)C2=CC=CC(=N2)[C@@](CS(=O)(=O)N)(C)O)C=C(C=C1)F